(R)-1,1,1-trifluoro-2-((R)-8-(2-hydroxy-2-methylpropoxy)-4-methyl-4,5-dihydroisoxazolo[5,4-c]pyrazolo[1,5-a]pyridin-3-yl)propan-2-ol FC([C@](C)(O)C1=NOC=2C=3N(C[C@@H](C21)C)N=C(C3)OCC(C)(C)O)(F)F